3-[7-([4-[1-(oxetan-3-yl)-4-(trifluoromethyl)-1H-imidazol-2-yl]phenyl]methyl)-7H-pyrrolo[2,3-d]pyrimidin-2-yl]-2-(prop-2-yl)pyridine O1CC(C1)N1C(=NC(=C1)C(F)(F)F)C1=CC=C(C=C1)CN1C=CC2=C1N=C(N=C2)C=2C(=NC=CC2)C(C)C